2-oxo-1,2-dihydro-1,5-naphthyridine-3-carbonitrile O=C1NC2=CC=CN=C2C=C1C#N